(7S)-7-tert-butyl-N-[(1R)-3-(4-hydroxy-1-piperidyl)-1-[3-[(1-methyl-5-oxo-pyrrolidin-3-yl)methylcarbamoyl]phenyl]propyl]-5,6,7,8-tetrahydrothiazolo[5,4-b]quinoline-2-carboxamide C(C)(C)(C)[C@@H]1CC=2C=C3C(=NC2CC1)SC(=N3)C(=O)N[C@H](CCN3CCC(CC3)O)C3=CC(=CC=C3)C(NCC3CN(C(C3)=O)C)=O